FC1=C(C(=CC=C1)OC)C1=CC(=NC=C1C(=O)NC1=NN=C(S1)OCC1=NC=C(C(=O)[O-])C=C1)C 6-(((5-(4-(2-fluoro-6-methoxyphenyl)-6-methylnicotinamido)-1,3,4-thiadiazol-2-yl)oxy)methyl)nicotinate